N[C@@H](C(=O)NC1=C(C=C(C=C1)C)F)CC1=CC=CC=C1 (R)-2-amino-3-phenyl-N-(2-fluoro-4-methylphenyl)-propionamide